ClC=1C=CC(=NC1)CC1=C2C=CNC2=CC(=C1OC=1C=CC(=C(C#N)C1)F)F 5-((4-((5-Chloropyridin-2-yl)methyl)-6-fluoro-1H-indol-5-yl)oxy)-2-fluorobenzonitrile